CN1N=C(C(=C1C)O)C1=C(C=CC=C1)S(=O)(=O)CC 1,5-Dimethyl-3-(2-(ethylsulfonyl)phenyl)-pyrazole-4-ol